(S)-3-methyl-2-carbobenzoxyaminobutyrate CC([C@@H](C(=O)[O-])NC(=O)OCC1=CC=CC=C1)C